C1CC12NC([CH]CC2)=O 6λ3-4-azaspiro[2.5]octan-5-one